2-((6-((5-chloro-2-(4-(2-(2,6-dioxopiperidin-3-yl)-1,3-dioxoisoindolin-5-yl)-1,4-diazepan-1-yl)pyrimidin-4-yl)amino)-1-methyl-2-oxo-1,2-dihydroquinolin-3-yl)oxy)-N-methylacetamide ClC=1C(=NC(=NC1)N1CCN(CCC1)C=1C=C2C(N(C(C2=CC1)=O)C1C(NC(CC1)=O)=O)=O)NC=1C=C2C=C(C(N(C2=CC1)C)=O)OCC(=O)NC